C(C)OC(=O)C1=NNC(=C1)C1=CC=C(C=C1)[N+](=O)[O-] 5-(4-nitrophenyl)-1H-pyrazole-3-carboxylic acid ethyl ester